CN(C1=NC=CC(=C1)C=1C=CN2C=C(C(=CC12)C(=O)[O-])C)C 1-(2-(dimethylamino)pyridin-4-yl)-6-methylindolizine-7-carboxylate